(S)-tert-Butyl 4-((4-(2-(pyridin-3-yl)pyrrolidin-1-yl)butyl)carbamoyl)piperidine-1-carboxylate N1=CC(=CC=C1)[C@H]1N(CCC1)CCCCNC(=O)C1CCN(CC1)C(=O)OC(C)(C)C